2-(4'-Chloro-5-ethyl-3'-nitro-[1,1'-biphenyl]-2-yl)acetic acid methyl ester COC(CC1=C(C=C(C=C1)CC)C1=CC(=C(C=C1)Cl)[N+](=O)[O-])=O